ClC1=CC=C(C(=C1C=1C=CC=2N(C1)C=NC2C(=O)NC)F)NS(=O)(=O)C=2C(=NC=C(C2)Cl)OC 6-[6-chloro-3-(5-chloro-2-methoxypyridine-3-sulfonamido)-2-fluorophenyl]-N-methylimidazo[1,5-a]pyridine-1-carboxamide